4-methylene-1-(2-(tetrahydro-2H-pyran-4-yl)propan-2-yl)piperidine C=C1CCN(CC1)C(C)(C)C1CCOCC1